C(C)(C)(C)C1=C(C(=CC(=C1)C(C)(C)C)C(=C(C)C)C1C2=CC=CC=C2C2C=CC=CC12)O 2,4-Di-tert-butyl-6-[1-(9,9a-dihydro-4aH-fluoren-9-yl)-2-methylprop-1-en-1-yl]phenol